(5S)-2-[(5-Chloropyridin-3-yl)methyl]-5-{[trans-3,4-difluoropyrrolidin-1-yl]carbonyl}-5,6,7,8-tetrahydro[1,2,4]triazolo[4,3-a]pyridin-3(2H)-on ClC=1C=C(C=NC1)CN1N=C2N([C@@H](CCC2)C(=O)N2C[C@H]([C@@H](C2)F)F)C1=O